C1(CCC1)C1=CC=C2C=C(C(NC2=C1C(=O)N)=O)C(=O)N([C@H]1CS(C=C1)(=O)=O)C=1C=C2C(=NNC2=CC1)C1CC1 (R)-7-Cyclobutyl-N-(3-cyclopropyl-1H-indazol-5-yl)-N-(1,1-dioxido-2,3-dihydrothiophen-3-yl)-2-oxo-1,2-dihydroquinoline-3,8-dicarboxamide